OC=1C(=C(C=O)C(=CC1C)C)C 3-hydroxy-2,4,6-trimethyl-benzaldehyde